FC=1C=NC=CC1C(N)=NO 3-fluoro-N'-hydroxypyridine-4-carboximidamide